tert-butyl (1R,4r)-4-((E)-4-(((1r,4R)-4-(2-(Dibenzylamino)ethoxy)cyclohexyl)oxy)but-2-enamido)cyclohexane-1-carboxylate C(C1=CC=CC=C1)N(CCOC1CCC(CC1)OC/C=C/C(=O)NC1CCC(CC1)C(=O)OC(C)(C)C)CC1=CC=CC=C1